5-fluoro-6-(1H-imidazol-1-yl)-N-(6-(trifluoromethyl)pyridin-3-yl)picolinamide FC=1C=CC(=NC1N1C=NC=C1)C(=O)NC=1C=NC(=CC1)C(F)(F)F